zinc tannate C1=C(C=C(C(=C1O)O)O)C(=O)OC2=CC(=CC(=C2O)O)C(=O)OC[C@@H]3[C@H]([C@@H]([C@H]([C@@H](O3)OC(=O)C4=CC(=C(C(=C4)OC(=O)C5=CC(=C(C(=C5)O)O)O)O)O)OC(=O)C6=CC(=C(C(=C6)OC(=O)C7=CC(=C(C(=C7)O)O)O)O)O)OC(=O)C8=CC(=C(C(=C8)OC(=O)C9=CC(=C(C(=C9)O)O)O)O)O)OC(=O)C1=CC(=C(C(=C1)OC(=O)C1=CC(=C(C(=C1)[O-])[O-])O)O)O.[Zn+2]